1-(2-(aminomethyl)phenyl)piperidine-4-carboxamide NCC1=C(C=CC=C1)N1CCC(CC1)C(=O)N